6-(7-nitro-2,1,3-benzoxadiazol-4-ylthio)hexanol [N+](=O)([O-])C1=CC=C(C=2C1=NON2)SCCCCCCO